CCCC[C@@H](C(=O)N1CC[C@@H]([C@H]1C(=O)N[C@@H](CO)C2=NC(=CO2)C(=O)N(C)C)C3=CC=CC=C3)NC(=O)[C@@H]4C5=CC=CC=C5CN4C(=O)[C@H](C6CCN(CC6)C(=N)N)NC(=O)[C@H](CC7CCCCC7)NC(=O)C The molecule is a synthetic six-membered oligopeptide composed of the non-natural Ac-Cha, Gpg, Disc, Nle, betaPhPro and [S(oxaz)L]-NMe2 residues coupled in sequence.